N-(4-(2-((2S,5R)-2-(1-(4-bromophenyl)-3-(4-fluorophenyl)-1H-pyrazol-4-yl)-5-methyl-4-oxooxazolidin-3-yl)ethyl)phenyl)methylsulfonamide BrC1=CC=C(C=C1)N1N=C(C(=C1)[C@@H]1O[C@@H](C(N1CCC1=CC=C(C=C1)CNS(=O)=O)=O)C)C1=CC=C(C=C1)F